2-[(2-amino-6-chloro-5-formyl-pyrimidin-4-yl)-[2-[tert-butyl-(dimethyl)silyl]oxyethyl]amino]acetonitrile NC1=NC(=C(C(=N1)N(CC#N)CCO[Si](C)(C)C(C)(C)C)C=O)Cl